C1(CC1)C=1N=NC2=CC3=C(C(=C2C1)S(NCC(C)(C)F)(=O)=O)CC(C3)NC(OC(C)(C)C)=O tert-butyl N-[3-cyclopropyl-5-[(2-fluoro-2-methylpropyl)sulfamoyl]-7,8-dihydro-6H-cyclopenta[g]cinnolin-7-yl]carbamate